CC1=NN=C2N1C1=CC=CC=C1C(=N2)NC2=NC=CC=C2 methyl-N-(pyridin-2-yl)-[1,2,4]triazolo[4,3-a]quinazolin-5-amine